CC1=CC=C2C3(C(NC2=C1)=O)CCC3 6'-methyl-1'H-spiro[cyclobutane-1,3'-indol]-2'-one